2-[2-(3,5-dimethoxyphenyl)vinyl]-4,6-bis(trichloromethyl)-1,3,5-triazine COC=1C=C(C=C(C1)OC)C=CC1=NC(=NC(=N1)C(Cl)(Cl)Cl)C(Cl)(Cl)Cl